4-(6-chloro-8-fluoro-2-((1-methylpyrrolidin-2-yl)methoxy)-4-(3-vinyl-5,6-dihydroimidazo[1,5-a]pyrazin-7(8H)-yl)quinazolin-7-yl)naphthalen-2-ol ClC=1C=C2C(=NC(=NC2=C(C1C1=CC(=CC2=CC=CC=C12)O)F)OCC1N(CCC1)C)N1CC=2N(CC1)C(=NC2)C=C